FC1=C2C=CNC2=CC(=C1OC=1C=C(C(=N)N)C=CC1)F 3-((4,6-difluoro-1H-indol-5-yl)oxy)benzamidine